(S)-3-hydroxy-γ-butyrolactone O[C@H]1CC(=O)OC1